NC1=CC=C(OC2=CC=C(C(=O)C3=CC=C(C=C3)C(C3=CC=C(C=C3)OC3=CC=C(C=C3)N)=O)C=C2)C=C1 1,4-bis[4-(4-aminophenoxy)benzoyl]benzene